OC[C@@H](C(=O)O)C (S)-3-HYDROXY-2-METHYL-PROPIONIC ACID